2-[4-[3-[4-bromo-3-(trifluoromethyl)phenoxy]propyl]-1-piperidyl]-N-[3-(2,6-dioxo-3-piperidyl)-1-methyl-indazol-6-yl]acetamide BrC1=C(C=C(OCCCC2CCN(CC2)CC(=O)NC2=CC=C3C(=NN(C3=C2)C)C2C(NC(CC2)=O)=O)C=C1)C(F)(F)F